1-[(4-{3-azabicyclo[3.1.0]hex-3-yl}-5-cyano-2-methylphenyl)methyl]-1H-pyrazole-4-carboxylic acid C12CN(CC2C1)C1=CC(=C(C=C1C#N)CN1N=CC(=C1)C(=O)O)C